7-(4-(1-cyclopropyl-4-(trifluoromethyl)-1H-imidazol-2-yl)benzyl)-2-(4-cyclopropyl-6-methoxypyrimidin-5-yl)benzo[d]oxazole C1(CC1)N1C(=NC(=C1)C(F)(F)F)C1=CC=C(CC2=CC=CC=3N=C(OC32)C=3C(=NC=NC3OC)C3CC3)C=C1